5-Amino-3-(4-[1-[(5-tert-butyl-1,2-thiazol-3-yl)carbamoyl]ethyl]phenyl)-1-isopropylpyrazole-4-carboxamide NC1=C(C(=NN1C(C)C)C1=CC=C(C=C1)C(C)C(NC1=NSC(=C1)C(C)(C)C)=O)C(=O)N